(2-((3,3-dimethyl-1,4-oxazepan-6-yl)amino)-5-(trifluoromethyl)pyrimidin-4-yl)-1H-pyrrole CC1(COCC(CN1)NC1=NC=C(C(=N1)N1C=CC=C1)C(F)(F)F)C